CNCCCO 3-(methylamino)propanol